C(C)(=O)N[C@H]1[C@@H](O)O[C@@H]([C@H]([C@@H]1OC(C)=O)OC(C)=O)COC(C)=O 2-acetamido-3,4,6-tri-O-acetyl-2-deoxy-α-D-glucopyranose